(4-chlorophenyl)methanamine ClC1=CC=C(C=C1)CN